ClC=1C(=NC(=NC1)NC=1C=CC(=C(C1)NC(C)=O)N(C)CCN(C)C)C1=CN(C2=C(C=CC=C12)OC)C N-(5-(5-chloro-4-(7-methoxy-1-methyl-1H-indol-3-yl)pyrimidin-2-ylamino)-2-((2-(dimethylamino)ethyl)(methyl)amino)phenyl)acetamide